(R)-(1,3-dimethyl-azetidin-3-yl)-(5-pyrrolidin-1-yl-pyridin-3-yl)-(4-trifluoromethoxy-phenyl)-methanol CN1CC(C1)(C)[C@](O)(C1=CC=C(C=C1)OC(F)(F)F)C=1C=NC=C(C1)N1CCCC1